cycloocta-1,5-dien C1=CCCC=CCC1